[Na+].C(CCCCCCCCCCCCCCC)(=O)OC[C@@H](OC(CCCCCCCCCCCCCCC)=O)COP(=O)(O)OC[C@H](N)C(=O)[O-] 1,2-dipalmitoyl-sn-glycero-3-phospho-L-serine sodium salt